Cl.N1N=CC(=C1)C1=C2C(=NC=C1)NC(N2)=O 7-(1H-pyrazol-4-yl)-1H-imidazo[4,5-b]pyridin-2(3H)-one hydrochloride